C(C)(C)N1N=CC2=C1N=C(NC2=O)[C@@H]2CN(C[C@H]2C)CC2=CC=NC1=NC=CN=C12 1-isopropyl-6-[(3S,4S)-4-methyl-1-(pyrido[2,3-b]pyrazin-8-ylmethyl)pyrrolidin-3-yl]-1,5-dihydro-4H-pyrazolo[3,4-d]pyrimidin-4-one